5-bromo-4-hydroxy-2-methyl-benzenesulfonyl chloride BrC=1C(=CC(=C(C1)S(=O)(=O)Cl)C)O